C(CCCCC(=O)OCC(COC(CCCCC(=O)OCC\C=C/CCCCC)=O)(CO)COC(=O)C1CCCC2CCCCC12)(=O)OCC\C=C/CCCCC O6-[2-(decalin-1-carbonyloxymethyl)-2-(hydroxymethyl)-3-[6-[(Z)-non-3-enoxy]-6-oxo-hexanoyl]oxy-propyl] O1-[(Z)-non-3-enyl] hexanedioate